4-(3-(3-((3-(dimethylamino)propyl)carbamoyl)-4-methylphenoxy)-5-methylphenyl)-N-ethyl-6-methyl-7-oxo-6,7-dihydro-1H-pyrrolo[2,3-c]pyridine-2-carboxamide CN(CCCNC(=O)C=1C=C(OC=2C=C(C=C(C2)C)C=2C3=C(C(N(C2)C)=O)NC(=C3)C(=O)NCC)C=CC1C)C